8-(1-Bromo-2-naphthyl)methyl-thioguanosine BrC1=C(C=CC2=CC=CC=C12)CC=1N([C@H]2[C@H](S)[C@H](O)[C@@H](CO)O2)C=2N=C(NC(C2N1)=O)N